FC1=CC=C(C=C1)C1=NN(C=C1C=1C2=C(N=CN1)OC(=C2)C=2N=CN(C2)C)[C@@H]2C[C@@H](C2)OCC2=CC=CC=C2 3-(4-fluorophenyl)-4-[6-(1-methylimidazol-4-yl)furo[2,3-d]pyrimidin-4-yl]-1-[(cis)-3-(benzyloxy)cyclobutyl]pyrazole